Methyl 1-(2-chloro-5-methylpyrimidin-4-yl)-1H-pyrazole-4-carboxylate ClC1=NC=C(C(=N1)N1N=CC(=C1)C(=O)OC)C